5-(1-(4-ethylphenyl)-1H-pyrazol-4-yl)-1H-indol-3-amine C(C)C1=CC=C(C=C1)N1N=CC(=C1)C=1C=C2C(=CNC2=CC1)N